1-(2-Bromophenyl)-7-(trifluoromethyl)pyrido[2,3-d]pyrimidine-2,4(1H,3H)-dione BrC1=C(C=CC=C1)N1C(NC(C2=C1N=C(C=C2)C(F)(F)F)=O)=O